C(CCCCCCCCC)P(OCCCCCCCCCC)([O-])=O.[Nd+3].C(CCCCCCCCC)OP([O-])(=O)CCCCCCCCCC.C(CCCCCCCCC)OP([O-])(=O)CCCCCCCCCC neodymium decyl (decyl phosphonate)